4-[(6-chloropyridazin-3-yl)amino]Benzene ClC1=CC=C(N=N1)NC1=CC=CC=C1